6-bromo-1-(methoxymethyl)-1H-indazole BrC1=CC=C2C=NN(C2=C1)COC